1-(7-chloro-8-fluoro-5-methyl-2-(methylthio)pyrido[4,3-d]pyrimidin-4-yl)-3-methylpiperidin-3-ol ClC1=C(C=2N=C(N=C(C2C(=N1)C)N1CC(CCC1)(O)C)SC)F